Stearylmyristat C(CCCCCCCCCCCCCCCCC)OC(CCCCCCCCCCCCC)=O